3-(trimethoxysilyl)propyldidecylmethyl-ammonium chloride [Cl-].CO[Si](CCC[N+](C)(CCCCCCCCCC)CCCCCCCCCC)(OC)OC